diethylenetriamine acetic acid salt C(C)(=O)O.NCCNCCN